3-[4-(difluoromethoxy)phenyl]-6-{4-[4-(propan-2-yl)piperazin-1-yl]phenyl}-1,2-dihydro-quinolin-2-one FC(OC1=CC=C(C=C1)C=1C(NC2=CC=C(C=C2C1)C1=CC=C(C=C1)N1CCN(CC1)C(C)C)=O)F